tert-butyl 4-[2-[4-[5-methyl-6-(trifluoromethyl)-2-[(2R)-2-(trifluoromethyl)azetidin-1-yl]pyrimidin-4-yl]pyrazol-1-yl]acetyl]piperazine-1-carboxylate CC=1C(=NC(=NC1C(F)(F)F)N1[C@H](CC1)C(F)(F)F)C=1C=NN(C1)CC(=O)N1CCN(CC1)C(=O)OC(C)(C)C